6-chloro-1-cyclopropyl-7-fluoro-1H-pyrrolo[3,2-c]pyridine ClC1=C(C2=C(C=N1)C=CN2C2CC2)F